N(=C=O)C1=C(C=C(C=C1)C1=CC(=C(C=C1)N=C=O)C)C 4,4'-diisocyanato-3,3'-dimethylbi-phenyl